C1(CC1)CN1CNC2=NC=C(C=C21)C2=CC=C(C=C2)OC 1-(Cyclopropylmethyl)-6-(4-methoxyphenyl)-3H-imidazo[4,5-b]pyridin